P(=O)(I)(I)I phosphorous oxyiodide